NC=1N=C(SC1C(C1=CC=C(C=C1)OC)=O)N(C1=CC(=C(C=C1)Cl)F)[C@@H](C(=O)N)C (R)-2-(N-[4-amino-5-(4-methoxybenzoyl)thiazol-2-yl]-4-chloro-3-fluoro-anilino)propanamide